COCCCOC1=CC2=C(C=3N(C(O2)C2=C(N=CS2)Cl)C=C(C(C3)=O)C(=O)O)C=3CCOC31 4-(3-methoxypropoxy)-11-oxo-7-(4-chlorothiazol-5-yl)-1,2,7,11-tetrahydrobenzofuro[4,5-e]pyrido[1,2-c][1,3]oxazine-10-carboxylic acid